FC=1C(=NN(C1C(=O)OC)C)C=1N=CSC1 methyl 4-fluoro-1-methyl-3-(thiazol-4-yl)-1H-pyrazole-5-carboxylate